3-(2-(2-hydroxyphenyl)-6-(phenylsulfonyl)imidazo[4,5-d]Pyrrolo[2,3-b]Pyridin-1(6H)-yl)pyrrolidine-1-carboxylic acid tert-butyl ester C(C)(C)(C)OC(=O)N1CC(CC1)N1C(=NC=2C1=C1C(=NC2)N(C=C1)S(=O)(=O)C1=CC=CC=C1)C1=C(C=CC=C1)O